Isopropyl (8S,13S,16S)-13,16-bis(4-diazo-3-oxobutyl)-1-(9H-fluoren-9-yl)-8-(isopropoxycarbonyl)-3,6,11,14-tetraoxo-2-oxa-4,7,12,15-tetraazaheptadecan-17-oate [N+](=[N-])=CC(CC[C@H](NC(CC[C@H](NC(CNC(OCC1C2=CC=CC=C2C=2C=CC=CC12)=O)=O)C(=O)OC(C)C)=O)C(N[C@H](C(=O)OC(C)C)CCC(C=[N+]=[N-])=O)=O)=O